(S)-quinuclidin-3-yl (7-(4-ethoxy-3-fluorophenyl)-3,3-dimethylchroman-4-yl)carbamate C(C)OC1=C(C=C(C=C1)C1=CC=C2C(C(COC2=C1)(C)C)NC(O[C@@H]1CN2CCC1CC2)=O)F